C(C)(C)(C)OC(=O)C1=CC2=C(N=C(S2)Br)C=C1 2-bromobenzo[d]thiazole-6-carboxylic acid tert-butyl ester